ethyl 2-methyl-8-{[4-(trifluoromethyl)phenyl]-methyl}-2H,8H-pyrazolo[3,4-b]indole-5-carboxylate CN1N=C2N(C3=CC=C(C=C3C2=C1)C(=O)OCC)CC1=CC=C(C=C1)C(F)(F)F